BrC=1C=C2CCN(CC2=C(C1)OC)C[C@@H]1CCC(N1)=O (5S)-5-[(6-Bromo-8-methoxy-3,4-dihydro-1H-isoquinolin-2-yl)methyl]pyrrolidin-2-one